(3-bromo-4-(3,3-dimethylpiperazin-1-yl)phenyl)-2-((2-chloro-3-methylphenyl)amino)benzamide BrC=1C=C(C=CC1N1CC(NCC1)(C)C)C=1C(=C(C(=O)N)C=CC1)NC1=C(C(=CC=C1)C)Cl